B1(OCC2=CC=C(C=C2)CO1)[O-] 4-xylylene borate